copper (I) chlorodifluoroacetate ClC(C(=O)[O-])(F)F.[Cu+]